(1-(1-(methoxymethyl)cyclopropyl)-4-methyl-1H-pyrazol-5-yl)boronic acid COCC1(CC1)N1N=CC(=C1B(O)O)C